BrC=1C=C(C(=C(C1)[C@H](CC(=O)OCC)NC(=O)OC(C)(C)C)F)C(F)F ethyl (S)-3-(5-bromo-3-(difluoromethyl)-2-fluorophenyl)-3-((tert-butoxycarbonyl)amino)propanoate